CC(CC(C(C)=O)NC)C 5-methyl-3-(methylamino)-2-hexanone